N1(C=NC=C1)C1=NC=CC(=N1)C(=O)N1CCN(CC1)CC1=CC=C(COC2=C3CN(C(C3=CC=C2)=O)[C@@H]2C(NC(CC2)=O)=O)C=C1 (S)-3-(4-((4-((4-(2-(1H-imidazol-1-yl)pyrimidine-4-carbonyl)piperazin-1-yl)methyl)benzyl)oxy)-1-oxoisoindolin-2-yl)piperidine-2,6-dione